C(CCCCC1CC(CC(C1)N=C=O)C(N)(N)N)C1CC(CC(C1)N=C=O)C(N)(N)N (pentane-1,5-diylbis(5-isocyanatocyclohexane-3,1-diyl))bis(methanetriamine)